CN1N=CC(=C1)C=1N=C2C(=NC1)N(N=N2)C[C@@H]2CN(CCO2)C2=NC=C(C=N2)N2CC(C2)CN2CCNCC2 (S)-2-((5-(1-methyl-1H-pyrazol-4-yl)-1H-[1,2,3]triazolo[4,5-b]pyrazine-1-yl)methyl)-4-(5-(3-(piperazine-1-ylmethyl)azetidin-1-yl)pyrimidin-2-yl)morpholine